FC1=C(C=C(C=C1)F)C1=NOC=C1 3-(2,5-difluorophenyl)isoxazole